FC(C)(F)C=1C=C(C=CC1)NC(=O)C1C(=NN(C1=O)C1=CC(=C(C=C1)OC)C1=CC=CC=C1)C N-[3-(1,1-difluoroethyl)phenyl]-1-(4-methoxy-3-phenyl-phenyl)-3-methyl-5-oxo-4H-pyrazole-4-carboxamide